FC=1C=C(C2=C(CCO2)C1CC1=NC2=C(N1C[C@H]1OCC1)C=C(C=C2OC)C(=O)OC)B2OC(C(O2)(C)C)(C)C (S)-methyl 2-((5-fluoro-7-(4,4,5,5-tetramethyl-1,3,2-dioxaborolan-2-yl)-2,3-dihydrobenzofuran-4-yl)methyl)-4-methoxy-1-(oxetan-2-ylmethyl)-1H-benzo[d]imidazole-6-carboxylate